C(C1=CC=CC=C1)C1(CCC2(CN(C(N2)=O)C=2C=NC(=CC2C)C(F)(F)F)CC1)N(C)C cis-8-benzyl-8-dimethylamino-3-[4-methyl-6-(trifluoromethyl)-pyridin-3-yl]-1,3-diazaspiro[4.5]decan-2-one